(1aR,5aR)-2-(2,4-Difluoro-phenyl)-1a,2,5,5a-tetrahydro-1H-2,3-diaza-cyclopropa[a]pentalene-4-carboxylic acid (2-fluoro-1,1-dimethyl-ethyl)-amide FCC(C)(C)NC(=O)C=1C=2C[C@@H]3[C@H](C2N(N1)C1=C(C=C(C=C1)F)F)C3